(E)-3-(3-(2,6-bis(trifluoromethyl)pyridin-4-yl)-1H-1,2,4-triazol-1-yl)-1-(3-methoxyazetidin-1-yl)-2-(pyrimidin-5-yl)prop-2-en-1-one FC(C1=NC(=CC(=C1)C1=NN(C=N1)/C=C(/C(=O)N1CC(C1)OC)\C=1C=NC=NC1)C(F)(F)F)(F)F